O(C1=CC=CC=C1)C1=CC=C(C(=O)NCC(=O)N2[C@@H](C[C@H](C2)OC(F)(F)F)C(=O)OC)C=C1 methyl (2S,4R)-1-((4-phenoxybenzoyl)glycyl)-4-(trifluoromethoxy)pyrrolidine-2-carboxylate